C(C1=CC=CC=C1)OC1=NSC=C1C1=CC2=CC=CC=C2C=C1 3-benzyloxy-4-(2-naphthyl)-isothiazole